1-(4-chlorophenyl)cyclohexane ClC1=CC=C(C=C1)C1CCCCC1